ClC1=CC=C(S1)C1=NC(=C2C(=N1)N(N=C2)C2=CC=CC=C2)NC(=O)C=2SC(=CC2)[N+](=O)[O-] N-(6-(5-chlorothien-2-yl)-1-phenyl-1H-pyrazolo[3,4-d]pyrimidin-4-yl)-5-nitrothiophene-2-carboxamide